2-(2-(2-hydroxy-5-nitrophenyl)hydrazono)-1-phenylbutane-1,3-dione OC1=C(C=C(C=C1)[N+](=O)[O-])NN=C(C(=O)C1=CC=CC=C1)C(C)=O